7-(1-Butylpiperidin-3-yl)-2-methylpyrazolo[1,5-a]pyrimidine C(CCC)N1CC(CCC1)C1=CC=NC=2N1N=C(C2)C